tert-butyl 4-(5-chloro-4-(3-((2-(imidazo[1,2-a]pyridin-3-yl)propan-2-yl)(methyl)carbamoyl)azetidin-1-yl)pyrimidin-2-yl)-1,4-diazepane-1-carboxylate ClC=1C(=NC(=NC1)N1CCN(CCC1)C(=O)OC(C)(C)C)N1CC(C1)C(N(C)C(C)(C)C1=CN=C2N1C=CC=C2)=O